FC=1C=CC(=C(C(=O)N(C(C)C)C(C)C)C1)OC=1N=NC=CC1N1CC2(CN(C2)[C@@H](CCC)CCCN(C)CCOC)CC1 (S)-5-fluoro-N,N-diisopropyl-2-((4-(2-(6-((2-methoxyethyl)(methyl)amino)-methylhexan-3-yl)-2,6-diazaspiro[3.4]octan-6-yl)pyridazin-3-yl)oxy)benzamide